5-(((2S,4r)-4-((6-methoxypyrimidin-4-yl)oxy)-2-methylpyrrolidin-1-yl)methyl-d2)thiazol-2-amine hydrochloride Cl.COC1=CC(=NC=N1)O[C@@H]1C[C@@H](N(C1)C(C1=CN=C(S1)N)([2H])[2H])C